CC12CC3CC(CC(C1)(C3)C)(C2)O 3,5-dimethyl-7-hydroxyadamantane